P(=O)(OC[N+]1=C(C(=CC=C1)C1=CC(=NO1)CC=1C=NC(=C(C1)F)OC1=CC=CC=C1)N)(O)[O-] (2-amino-3-(3-((5-fluoro-6-phenoxypyridin-3-yl)methyl)isoxazol-5-yl)pyridin-1-ium-1-yl)methyl hydrogen phosphate